3-methyl-5-(N-(2-fluoro-4-cyanobenzyl)-N-phenethylsulfamoyl)benzofuran-2-carboxylic acid ethyl ester C(C)OC(=O)C=1OC2=C(C1C)C=C(C=C2)S(N(CCC2=CC=CC=C2)CC2=C(C=C(C=C2)C#N)F)(=O)=O